spiro[pyrido[3,2-b][1,4]oxazine-2,3'-pyrrolidine]-4(3H)-carboxamide N1CC2(CC1)CN(C1=C(O2)C=CC=N1)C(=O)N